3-(2-aminoethyl)-4-fluoro-1H-indole-5-carbonitrile NCCC1=CNC2=CC=C(C(=C12)F)C#N